4-methyl-1-octanol CC(CCCO)CCCC